CC(C(/C=C/C)=O)CC 5-methyl-(e)-2-hepten-4-one